3-{(S)-8,8-difluoro-7-hydroxy-5-(trifluoromethyl)bicyclo[4.2.0]oct-1,3,5-triene-2-enyloxy}-5-fluorobenzamide FC1([C@H](C2=C(C(=C=C=C12)OC=1C=C(C(=O)N)C=C(C1)F)C(F)(F)F)O)F